NC1=NC=C(C=C1C=1C=C2CCNC(C2=CC1)=O)C1=CC=C(C=C1)N1CCCC1 6-(2-amino-5-(4-(pyrrolidin-1-yl)phenyl)pyridin-3-yl)-3,4-dihydroisoquinolin-1(2H)-one